3-(2-aminobenzo[d]thiazol-5-yl)-N-(4-fluorobenzyl)benzamide NC=1SC2=C(N1)C=C(C=C2)C=2C=C(C(=O)NCC1=CC=C(C=C1)F)C=CC2